C(#N)C1=NC(=C2C(=N1)N(N=C2)[C@H]2[C@@H]([C@@H]([C@H](O2)CS(=O)(=O)CP(O)(O)=O)O)O)NC2C(C(C2F)(F)F)F [(2S,3S,4R,5R)-5-[6-cyano-4-[(3,3-difluoro-difluorocyclobutyl)-amino]pyrazolo[3,4-d]-pyrimidin-1-yl]-3,4-dihydroxy-tetrahydro-furan-2-yl]methyl-sulfonylmethylphosphonic acid